2-bromo-1-(bromomethyl)-5-fluorobenzene BrC1=C(C=C(C=C1)F)CBr